4-(4-(6-bromo-1H-benzo[d]imidazol-1-yl)phenyl)morpholine BrC=1C=CC2=C(N(C=N2)C2=CC=C(C=C2)N2CCOCC2)C1